hexadecyl 3-((4-((4-dodecylphenyl)amino)-4-iminobutyl)thio)propanoate C(CCCCCCCCCCC)C1=CC=C(C=C1)NC(CCCSCCC(=O)OCCCCCCCCCCCCCCCC)=N